FC1=C(C(=C(C(=C1[B-](C1=C(C(=C(C(=C1F)F)F)F)F)(C1=C(C(=C(C(=C1F)F)F)F)F)C1=C(C(=C(C(=C1F)F)F)F)F)F)F)F)F.C[NH+](C1=CC=CC=C1)C1=CC=CC=C1 methyldiphenylammonium tetrakis(pentafluorophenyl)borate